C1(=CC=CC=C1)S(=O)(=O)N1C=CC=2C=[N+](C=CC21)[O-] 1-(phenylsulfonyl)-1H-pyrrolo[3,2-c]pyridine 5-oxide